(S)-2-((4-((2-hydroxy-1-phenylethyl)amino)-5-(3,8-dioxa-1-azaspiro[4.5]dec-1-en-2-yl)pyridin-2-yl)amino)-6,7,7-trimethyl-6,7-dihydro-5H-pyrrolo[3,4-d]pyrimidin-5-one OC[C@H](C1=CC=CC=C1)NC1=CC(=NC=C1C1=NC2(CO1)CCOCC2)NC=2N=CC1=C(N2)C(N(C1=O)C)(C)C